CN(C1=CC=C(C=C1)N1C(N(C2=NC=CC=C21)[C@@H]2CN(CC2)CC=2N(C(=CN2)C(=O)O)C)=O)C (S)-2-((3-(1-(4-(Dimethylamino)phenyl)-2-oxo-1,2-dihydro-3H-imidazo[4,5-b]pyridin-3-yl)pyrrolidin-1-yl)methyl)-1-methyl-1H-imidazole-5-carboxylic Acid